3-(2-chloro-6-(pyrrolidin-1-yl)phenyl)urea ClC1=C(C(=CC=C1)N1CCCC1)NC(N)=O